ethyl N-[[3-(trifluoromethyl)pyrazin-2-yl]carbamothioyl]carbamate FC(C=1C(=NC=CN1)NC(=S)NC(OCC)=O)(F)F